2-allyl-6-morpholin-4-yl-1H-benzo[de]isoquinoline-1,3(2H)-dione C(C=C)N1C(C2=CC=CC=3C2=C(C1=O)C=CC3N3CCOCC3)=O